Tert-butyl-(4S)-2,2-dimethyl-4-[2-(triisopropylsilyl)ethynyl]-1,3-oxazolidine Ethyl-7-cyclobutyl-5-phenylpyrazolo[1,5-a]pyrimidine-2-carboxylate C(C)OC(=O)C1=NN2C(N=C(C=C2C2CCC2)C2=CC=CC=C2)=C1.C(C)(C)(C)N1C(OC[C@@H]1C#C[Si](C(C)C)(C(C)C)C(C)C)(C)C